(2-aminophenyl)-4-(4-(5-(phenylaminomethyl)thiazol-2-yl)benzoylaminomethyl)benzamide NC1=C(C=CC=C1)C1=C(C(=O)N)C=CC(=C1)CNC(C1=CC=C(C=C1)C=1SC(=CN1)CNC1=CC=CC=C1)=O